Gadolinium (2s,2'S,2''S)-2,2',2''-{10-[(1S)-1-carboxy-4-{4-[2-(2-ethoxyethoxy)ethoxy]phenyl}butyl]-1,4,7,10-tetraazacyclododecan-1,4,7-triyl}tris(3-hydroxypropanoat) C(=O)(O)[C@H](CCCC1=CC=C(C=C1)OCCOCCOCC)N1CCN(CCN(CCN(CC1)[C@H](C(=O)[O-])CO)[C@H](C(=O)[O-])CO)[C@H](C(=O)[O-])CO.[Gd+3]